4-((5-(imidazo[1,2-a]pyrimidin-6-yl)pyrrolo[2,1-f][1,2,4]triazin-2-yl)amino)cyclohexan-1-ol ammonium chloride [Cl-].[NH4+].N=1C=CN2C1N=CC(=C2)C=2C=CN1N=C(N=CC12)NC1CCC(CC1)O